[1,2,4]triazolo[1,5-a]pyridine-8-carboxylic acid N=1C=NN2C1C(=CC=C2)C(=O)O